C1(CCCCC1)CN1C=C(C=C1)C=1C(=C(C(=CC1)O)N1CC(NS1(=O)=O)=O)F 5-(3-(1-(cyclohexylmethyl)-1H-pyrrol-3-yl)-2-fluoro-6-hydroxyphenyl)-1,2,5-thiadiazolidin-3-one 1,1-dioxide